4-piperidin-4-ylmethyl-piperidine-1-carboxylic acid tert-butyl ester C(C)(C)(C)OC(=O)N1CCC(CC1)CC1CCNCC1